1-pyrrolidinium [NH2+]1CCCC1